N7-butyl-1-[(5-{[3-(dimethylamino)azetidin-1-yl]-methyl}-2-methoxyphenyl)methyl]-1H-pyrazolo-[4,3-d]pyrimidine-5,7-diamine C(CCC)NC=1C2=C(N=C(N1)N)C=NN2CC2=C(C=CC(=C2)CN2CC(C2)N(C)C)OC